N-[(3-fluoro-4-methoxy-phenyl)methyl]-3,4-dimethyl-pyrimido[4',5':4,5]furo[2,3-c]pyridazin-8-amine FC=1C=C(C=CC1OC)CNC1=NC=NC2=C1OC=1N=NC(=C(C12)C)C